BrC1=C(C=CC2=C1[C@@H]([C@@](O2)(C#N)C2=CC=CC=C2)O)Cl (2S,3S)-4-bromo-5-chloro-3-hydroxy-2-phenyl-2,3-dihydrobenzofuran-2-carbonitrile